FC=1C=C(C=CC1C1=NOC(=N1)C(F)(F)F)N1[C@@H](CCC1=O)C(=O)N1C(C(NCC1)=O)(C)C 4-(1-{3-fluoro-4-[5-(trifluoromethyl)-1,2,4-oxadiazol-3-yl]phenyl}-5-oxo-L-prolyl)-3,3-dimethylpiperazin-2-one